FC1=CC=C(C=C1)C(N1C(CN(CC1)C1=C(C(N(C2=CC=C(N=C12)C#N)C)=O)C#N)C(=O)N)C1=CC=C(C=C1)F 1-(bis(4-fluorophenyl)methyl)-4-(3,6-dicyano-1-methyl-2-oxo-1,2-dihydro-1,5-naphthyridin-4-yl)piperazine-2-carboxamide